4,5-dimethoxy-2-nitrocinnamic acid COC1=CC(=C(C=CC(=O)O)C=C1OC)[N+](=O)[O-]